thiazolium chloride salt [Cl-].S1C=[NH+]C=C1